(1s,4s)-4-((4-(6',8'-dihydro-2H-spiro[benzofuran-3,9'-pyrido[3',2':4,5]imidazo[2,1-c][1,4]oxazin]-2'-yl)pyridin-2-yl)oxy)cyclohexanol N1=C(C=CC=2N=C3COCC4(N3C21)COC2=C4C=CC=C2)C2=CC(=NC=C2)OC2CCC(CC2)O